(R)-2-(6-chloropyridin-2-yl)-N4-(4,4-difluorocyclohexyl)-N6-(1,1,1-trifluoropropan-2-yl)pyrimidine-4,6-diamine ClC1=CC=CC(=N1)C1=NC(=CC(=N1)NC1CCC(CC1)(F)F)N[C@@H](C(F)(F)F)C